OC(CN1CC(CCC1)NC1=CC=C(N=N1)C1=C(C=C(C=C1C)C(F)(F)F)O)(C)C 2-(6-((1-(2-Hydroxy-2-methylpropyl)piperidin-3-yl)amino)pyridazin-3-yl)-3-methyl-5-(trifluoromethyl)phenol